tert-Butyl-(3R)-3-[(1S)-1-tert-butoxycarbonyl-5-(dibenzylamino)pentyl]pyrrolidine 3-(dimethylamino)propyl-3,6-dichloro-2-methoxybenzoate CN(CCCOC(C1=C(C(=CC=C1Cl)Cl)OC)=O)C.C(C)(C)(C)N1C[C@H](CC1)[C@H](CCCCN(CC1=CC=CC=C1)CC1=CC=CC=C1)C(=O)OC(C)(C)C